3-ethyl-7-(1-(piperazin-1-yl)ethyl)quinolin-2(1H)-one hydrogen bromide Br.C(C)C=1C(NC2=CC(=CC=C2C1)C(C)N1CCNCC1)=O